FC1(CCC(CC1)C1=C(C(=O)NC=2C=NOC2)C(=CC=N1)C1=C(C=CC=C1)F)F 2-(4,4-difluorocyclohexyl)-4-(2-fluorophenyl)-N-(isoxazol-4-yl)nicotinamide